BrC=1C=CC=2N(C(C(=C(N2)C2=CC=CC=C2)OC(C2=CC=CC=C2)=O)=O)C1 7-bromo-2-phenyl-3-benzoyloxy-4H-pyrido[1,2-a]pyrimidin-4-one